2-chloro-1,3-thiazole ClC=1SC=CN1